1-[4-(benzylsulfonyl)-2-nitrophenyl]-3-methylpiperidine C(C1=CC=CC=C1)S(=O)(=O)C1=CC(=C(C=C1)N1CC(CCC1)C)[N+](=O)[O-]